2-Methoxy-3-(4-methylpentyl)pyrazine COC1=NC=CN=C1CCCC(C)C